(3R,4R)-4-{[5-(2,4-difluoro-phenyl)-isoxazole-3-carbonyl]-amino}-1-(2,2-dimethyl-propyl)-piperidine-3-carboxylic acid dimethylamide CN(C(=O)[C@@H]1CN(CC[C@H]1NC(=O)C1=NOC(=C1)C1=C(C=C(C=C1)F)F)CC(C)(C)C)C